C[C@H]1[C@@H](C[C@H]([C@@H](O1)O[C@H](C)CCCCCCC[C@H](CC(=O)O)O)O)OC(=O)C2=CNC3=CC=CC=C32 The molecule is a 4-O-(1H-indol-3-ylcarbonyl)ascaroside that is icas#20 in which the pro-R hydrogen beta to the carboxy group is replaced by a hydroxy group. It is a metabolite of the nematode Caenorhabditis elegans. It has a role as a Caenorhabditis elegans metabolite. It is an (omega-1)-hydroxy fatty acid ascaroside, a 3-hydroxy carboxylic acid, a 4-O-(1H-indol-3-ylcarbonyl)ascaroside and a monocarboxylic acid. It derives from a bhas#20, an icas#20 and a (3R,11R)-3,11-dihydroxylauric acid.